CN(CC(=O)NC1=CC(=C(C(=C1)C)OC1=CC(=CC(=C1)F)C=1C(=NOC1C)C)C)C 2-(dimethylamino)-N-(4-(3-(3,5-dimethylisoxazol-4-yl)-5-fluorophenoxy)-3,5-dimethylphenyl)acetamide